BrC1=CC(=C(C=C1)/N=C/N(C)C)C(=O)C=1C2=CN(N=C2C(=CC1)Cl)C1OCCCC1 (E)-N'-[4-bromo-2-[7-chloro-2-(oxan-2-yl)indazole-4-carbonyl]phenyl]-N,N-dimethylmethanimidamide